ClC=1N=C(C2=C(N1)CC[S@]2=O)NC2CC(C2)CO (R)-2-chloro-4-(((1s,3S)-3-(hydroxymethyl)cyclobutyl)amino)-6,7-dihydrothieno[3,2-d]pyrimidine 5-oxide